C(C1=CC=CC=C1)(C1=CC=CC=C1)N1CC(C1)C(CBr)CBr 1-benzhydryl-3-(1,3-dibromopropane-2-yl)azetidine